8-fluoro-N-(8-fluoro-2-methylimidazo[1,2-a]pyridin-6-yl)-6-(piperidin-4-yl)isoquinolin-1-amine bis(2,2,2-trifluoroacetate) FC(C(=O)O)(F)F.FC(C(=O)O)(F)F.FC=1C=C(C=C2C=CN=C(C12)NC=1C=C(C=2N(C1)C=C(N2)C)F)C2CCNCC2